C(CCCCCCCCCCC)NC1=NC=CC=C1 2-(dodecylamino)pyridine